(1R,2R)-2-(methoxycarbonyl)cyclopropylboric acid COC(=O)[C@H]1[C@@H](C1)OB(O)O